6'-bromo-1'-methylspiro[cyclopropane-1,3'-indol]-2'-one BrC1=CC=C2C3(C(N(C2=C1)C)=O)CC3